C1(=CC=CC=C1)S(=O)(=O)NC(=O)N Benzenesulfonyl-urea